C(C1=CC=CC=C1)N1CCN(C2=CC=CC=C12)C(CC(C)(C)C)=O 1-(4-benzyl-3,4-dihydroquinoxalin-1(2H)-yl)-3,3-dimethylbutane-1-On